N-(3,5-di-tert-butylphenyl)furan-2-sulfonamide C(C)(C)(C)C=1C=C(C=C(C1)C(C)(C)C)NS(=O)(=O)C=1OC=CC1